(7S)-9-(2,6-difluorophenyl)-N-[(1-hydroxycyclopropyl)methyl]-7-methyl-13-oxa-18-thia-2,3,5,8-tetraazatetracyclo[8.8.0.02,6.011,17]octadeca-1(10),3,5,8,11(17)-pentaene-4-carboxamide FC1=C(C(=CC=C1)F)C1=N[C@H](C2=NC(=NN2C=2SC=3CCCOCC3C12)C(=O)NCC1(CC1)O)C